N2-((4-methoxypyridin-2-yl)methyl)-N2-methyl-5-nitropyridine-2,4-diamine COC1=CC(=NC=C1)CN(C1=NC=C(C(=C1)N)[N+](=O)[O-])C